C(#N)C=1C(=NC(=C(C(=O)NC=2C=C(C=CC2)[S@](=O)(C)=NC(=O)C2CN(C2)C(=O)OC(C)(C)C)C1C)N1CCC(CCC1)(F)F)C(F)(F)F tert-butyl (R)-3-(((3-(5-cyano-2-(4,4-difluoroazepan-1-yl)-4-methyl-6-(trifluoromethyl)nicotinamido)phenyl)(methyl)(oxo)-λ6-sulfaneylidene)carbamoyl)azetidine-1-carboxylate